C(CCCCC=CCC=CCC=CCC=CCC=CCC=CCC)(=O)O 6,9,12,15,18,21-tetracosahexaenoic acid